2-chloro-4-(1-tetrahydropyran-2-ylpyrazol-4-yl)pyrimidine ClC1=NC=CC(=N1)C=1C=NN(C1)C1OCCCC1